(S)-2-(5-(cyclopropylmethyl)-2-methoxyphenyl)-2-((R)-3-((5-(4-methoxy-5,6,7,8-tetrahydro-1,8-naphthyridin-2-yl)pentyl)oxy)pyrrolidin-1-yl)acetic acid C1(CC1)CC=1C=CC(=C(C1)[C@@H](C(=O)O)N1C[C@@H](CC1)OCCCCCC1=NC=2NCCCC2C(=C1)OC)OC